FC(C1=C(C=C(C=C1)C(C(C)C)N1C[C@@H](N(C[C@H]1C)C=1C=2N=C(N(C2N2C(N1)=NN=C2)C[C@H]2OCCC2)C)C)F)F 4-((2S,5R)-4-(1-(4-(difluoromethyl)-3-fluorophenyl)-2-methylpropyl)-2,5-dimethylpiperazin-1-yl)-2-methyl-1-(((S)-tetrahydrofuran-2-yl)methyl)-1H-[1,2,4]triazolo[3,4-b]purine